Cl.CC1(CNCCC1)C(=O)N 3-methyl-3-piperidinecarboxamide hydrochloride